ClCC/C=C/[C@H]1OC([C@@H](NC(C(NC(C2=CSC(CNC(C1)=O)=N2)=O)(C)C)=O)C(C)C)=O (7S,10S)-10-((E)-4-chlorobut-1-en-1-yl)-7-isopropyl-4,4-dimethyl-9-oxa-16-thia-3,6,13,18-tetraazabicyclo[13.2.1]octadecane-1(17),15(18)-diene-2,5,8,12-tetraone